CC=1N=C(N=NC1C)N 5,6-dimethyl-1,2,4-triazin-3-amine